(5-((4-(5-cyclopropyl-3,3-dimethyl-2,3-dihydro-1H-pyrrolo[3,2-b]pyridin-1-yl)pyrimidin-2-yl)amino)-2-((2-(dimethylamino)ethyl)(methyl)amino)-4-methoxyphenyl)acrylamide C1(CC1)C1=CC=C2C(=N1)C(CN2C2=NC(=NC=C2)NC=2C(=CC(=C(C2)C(C(=O)N)=C)N(C)CCN(C)C)OC)(C)C